2-[2-bromo-5-[[5-chloro-4-(cyclopentylamino)pyrimidin-2-yl]amino]phenyl]propan-2-ol BrC1=C(C=C(C=C1)NC1=NC=C(C(=N1)NC1CCCC1)Cl)C(C)(C)O